NC1=C(C=C(C=C1)B1OC(C(O1)(C)C)(C)C)C(C)=O 1-(2-amino-5-(4,4,5,5-tetramethyl-1,3,2-dioxaborolan-2-yl)phenyl)ethan-1-one